ClC=1C(=NC=CC1)C1(CCC1)CN (1-(3-chloropyridin-2-yl)cyclobutyl)methylamine